(R)-N-((S)-5-methoxy-1,3-dihydrospiro[indene-2,4'-piperidin]-3-yl)-2-methylpropane-2-sulfinamide COC=1C=C2[C@H](C3(CCNCC3)CC2=CC1)N[S@](=O)C(C)(C)C